NC1=C(C=C(C=N1)C=1C=NC=CC1)OC=1C=C(C=CC1)NC(=O)NC1=CC=C(C=C1)C 1-(3-((6-amino-[3,3'-bipyridin]-5-yl)oxy)phenyl)-3-(p-tolyl)urea